C1(=CC=CC=C1)C1=C(C(=C(C=C1)C1=C(C=CC=2[Se]C3=C(C21)C=CC=C3)C3=C(C(=CC=2C1=CC=CC=C1CC32)C3=CC=CC=C3)C3=CC=CC=C3)C3=NN=NC(=C3C3=CC=CC=C3)C3=CC=CC=C3)C3=CC=CC=C3 diphenyl-(diphenyltriazinyl)[(diphenylfluorenyl)dibenzoselenophenyl]benzene